N-(4,4-dimethylcyclohexyl)-6-methoxy-2-(3-methyl-1H-pyrazol-1-yl)pyrimidin-4-amine CC1(CCC(CC1)NC1=NC(=NC(=C1)OC)N1N=C(C=C1)C)C